N2-[2-(3-methoxyphenyl)[1,2,4]triazolo[1,5-c]quinazolin-5-yl]-N,N-dimethyl-D-alaninamide COC=1C=C(C=CC1)C1=NN2C(=NC=3C=CC=CC3C2=N1)N[C@H](C)C(=O)N(C)C